tert-butyl 4-cyano-2,2-dimethyl-4-((tosyloxy)methyl)piperidine-1-carboxylate C(#N)C1(CC(N(CC1)C(=O)OC(C)(C)C)(C)C)COS(=O)(=O)C1=CC=C(C)C=C1